FC1(CC(C1)N1C=C(C=2C(C(CCC12)(F)F)O)C(F)(F)F)F 1-(3,3-difluorocyclobutyl)-5,5-difluoro-3-(trifluoromethyl)-4,5,6,7-tetrahydro-1H-indol-4-ol